C1(=CCCC1)C=1C=2C(C(=NN1)N[C@H](C)C1=C(C(=CC=C1)C(F)F)F)=CN(C(C2)=O)C2CC2 (R)-1-(cyclopent-1-en-1-yl)-6-cyclopropyl-4-((1-(3-(difluoromethyl)-2-fluorophenyl)ethyl)amino)pyrido[3,4-d]pyridazin-7(6H)-one